C(C)OC(COC=1C=C2CCC3(C2=CC1)COCC3)=O 2-((4,5-dihydro-2H-spiro[furan-3,1'-indan]-5'-yl)oxy)acetic acid ethyl ester